[C@@H]12CNC[C@H]2C1C1=NN2C(C(=CC(=C2)C=2C=C(C=3N(N2)C=C(N3)C)C)F)=N1 2-[(1S,5R)-3-azabicyclo[3.1.0]hexan-6-yl]-6-(2,8-dimethylimidazo[1,2-b]pyridazin-6-yl)-8-fluoro-[1,2,4]triazolo[1,5-a]pyridine